C(\C=C\C(=O)OCCCCCCC)(=O)OCCCCCCC Diheptyl Fumarate